(S)-2-(3-(4-((1-cyclopropylethyl)carbamoyl)-1H-imidazol-2-yl)phenyl)-N-(pentan-3-yl)oxazole-5-carboxamide C1(CC1)[C@H](C)NC(=O)C=1N=C(NC1)C=1C=C(C=CC1)C=1OC(=CN1)C(=O)NC(CC)CC